(1S,2S,3S,6R)-4-(fluoromethyl)-6-((3-(tetrahydro-2H-pyran-4-yl)propyl)amino)cyclohex-4-ene-1,2,3-triol FCC=1[C@@H]([C@@H]([C@H]([C@@H](C1)NCCCC1CCOCC1)O)O)O